2-chloro-6-fluoro-3-methoxy-N-[(1r,3s)-3-{[2-(trifluoromethyl)quinolin-4-yl]amino}cyclohexyl]benzamide ClC1=C(C(=O)N[C@H]2C[C@H](CCC2)NC2=CC(=NC3=CC=CC=C23)C(F)(F)F)C(=CC=C1OC)F